9-([1,1':3',1''-terphenyl]-2'-yl)-4-chloro-9H-carbazole C1(=CC=CC=C1)C1=C(C(=CC=C1)C1=CC=CC=C1)N1C2=CC=CC=C2C=2C(=CC=CC12)Cl